(S)-5-(2-(methoxymethyl)pyrrolidin-1-yl)-2-(trifluoromethyl)thiazole-4-carboxylic acid ethyl ester C(C)OC(=O)C=1N=C(SC1N1[C@@H](CCC1)COC)C(F)(F)F